3,3'-Iminobis(5-hydroxy-1,2,4-triazole) N(C1=NNC(=N1)O)C1=NNC(=N1)O